CC1(CCC=2C(=NNC2C1)N1C=CC2=CC(=CC=C12)C(=O)O)C (6,6-dimethyl-1,4,5,7-tetrahydroindazol-3-yl)-1H-indole-5-carboxylic acid